C(C1=CC=CC=C1)N1C[C@]2([C@@H](CC1)C(NC2)=O)F (3aR,7aS)-5-benzyl-3a-fluorooctahydro-1H-pyrrolo[3,4-c]pyridin-1-one